FC(C=1C=NC2=CC=C(C=C2N1)C(C)O)(F)F (3-(trifluoromethyl)quinoxalin-6-yl)ethan-1-ol